FC1(CNCCC1C1=CC=C(NC2C(NC(CC2)=O)=O)C=C1)F 3-[4-(3,3-difluoro-4-piperidyl)anilino]piperidine-2,6-dione